NC1=NC=CC(=C1)CN1C(N(C([C@@H]1C1=CC=CC=C1)=O)C1=CC=C(C=C1)SC(F)(F)F)=O (S)-1-((2-aminopyridin-4-yl)methyl)-5-phenyl-3-(4-((trifluoromethyl)thio)phenyl)imidazolidine-2,4-dione